tert-butyl N-[[4-[[2-(tert-butoxycarbonylamino)-5-(2-thienyl)phenyl]carbamoyl]phenyl]-cyclopropyl-oxo-sulfanylidene]carbamate C(C)(C)(C)OC(=O)NC1=C(C=C(C=C1)C=1SC=CC1)NC(=O)C1=CC=C(C=C1)S(=NC(OC(C)(C)C)=O)(=O)C1CC1